C(C)(C)(C)OC(=O)N1CC(C(C1)CO[Si](C)(C)C(C)(C)C)CN[C@H](C(C)(C)C)C=1N(C=C(N1)C1=C(C=CC(=C1)F)F)CC1=CC=CC=C1 tert-Butyl-3-[({(1R)-1-[1-benzyl-4-(2,5-difluorophenyl)-1H-imidazol-2-yl]-2,2-dimethylpropyl}amino)methyl]-4-({[tert-butyl(dimethyl)silyl]oxy}methyl)pyrrolidin-1-carboxylat